C(C)C(C[Si](OC)(OC)OC)=C 2-ethyl-2-propenyltrimethoxysilane